FC=1C(=NC(=NC1)N1C=C(C2=CC=CC=C12)C1CCNCC1)NC=1C=C2C=NNC2=CC1 N-(5-fluoro-2-(3-(piperidin-4-yl)indol-1-yl)pyrimidin-4-yl)-1H-indazol-5-amine